C1(=CC=CC=C1)C1(C=CC2=C(O1)C=1C=C(C(=CC1C1=C2C(C2=CC=CC=C21)(C)C)C#CC(C)(C)O)OC)C2=CC=C(C=C2)N2C(CNCC2)C2=CC=C(C=C2)OC 3-phenyl-3-(4-(4-methoxyphenyl-piperazin-1-yl)phenyl)-13,13-dimethyl-6-methoxy-7-(2-hydroxy-2-methyl-3-butyn-4-yl)-indeno[2',3':3,4]naphtho[1,2-b]pyran